1,1,1,3,5,5,5-heptamethyl-3-(3-glycidyloxypropyl)trisiloxane C[Si](O[Si](O[Si](C)(C)C)(CCCOCC1CO1)C)(C)C